COC1=C(C=C(C=C1)/C(=C\\C(=O)N2CCOCC2)/C3=CC=C(C=C3)F)OC The molecule is an enamide resulting from the formal condensation of (2Z)-3-(4-fluorophenyl)-3-(3,4-dimethoxyphenyl)acrylic acid with the amino group of morpholine. It is an aromatic ether, a member of morpholines, an organofluorine compound, a tertiary carboxamide and an enamide.